dimercaptothiadiazol SC1=C(N=NS1)S